3-(4-Sulfobutyl)-2-[3-[3-(4-sulfobutyl)-3H-benzooxazol-2-ylidene]-propenyl]-benzooxazolium hydroxide [OH-].S(=O)(=O)(O)CCCC[N+]1=C(OC2=C1C=CC=C2)C=CC=C2OC1=C(N2CCCCS(=O)(=O)O)C=CC=C1